NC1=CC=C(C=N1)N1CCN(CC1)CC1=C2CN(C(C2=CC=C1)=O)C1C(NC(CC1)=O)=O 3-(4-((4-(6-aminopyridin-3-yl)piperazin-1-yl)methyl)-1-oxoisoindolin-2-yl)piperidine-2,6-dione